2-(tert-Butyl)-2'-(3-chlorophenyl)-1'H-spiro[benzo[d][1,3]oxazine-4,4'-isoquinoline]-1',3'(2'H)-dione C(C)(C)(C)C=1OC2(C(N(C(C3=CC=CC=C23)=O)C2=CC(=CC=C2)Cl)=O)C2=C(N1)C=CC=C2